3-(4-chlorophenyl)-1-phenylhept-6-en-1-yn-3-ol ClC1=CC=C(C=C1)C(C#CC1=CC=CC=C1)(CCC=C)O